2-(5-(4-fluoro-2-(1-isopropyl-1H-pyrazol-5-yl)phenoxy)pyrimidin-4-yl)-2,7-diazaspiro[4.4]nonane FC1=CC(=C(OC=2C(=NC=NC2)N2CC3(CC2)CNCC3)C=C1)C1=CC=NN1C(C)C